tert-butyl (3S)-3-[(8-carbamoyl-6-[4-[(2,2-difluoromorpholin-4-yl) methyl] phenyl] pyrido[3,2-d]pyrimidin-4-yl) amino]piperidine-1-carboxylate C(N)(=O)C1=CC(=NC2=C1N=CN=C2N[C@@H]2CN(CCC2)C(=O)OC(C)(C)C)C2=CC=C(C=C2)CN2CC(OCC2)(F)F